COC=1C=C(C(=O)N(CC(=O)OC)C(=O)OC(C)(C)C)C=CC1 Methyl 2-[(3-methoxybenzoyl)-[(2-methylpropan-2-yl)oxycarbonyl]amino]acetate